C(C1=CC=CC=C1)N1CC(CCC1)C1=CC=NC=2N1N=C(C2CNCC2CCOCC2)OC 1-(7-(1-Benzylpiperidin-3-yl)-2-methoxypyrazolo[1,5-a]pyrimidin-3-yl)-N-((tetrahydro-2H-pyran-4-yl)methyl)methanamine